8-(4-(4-Cyclopropylpiperazin-1-yl)piperidin-1-yl)-9-ethyl-3-ethynyl-6,6-dimethyl-5,6-dihydro-11H-benzo[b]carbazol-11-one C1(CC1)N1CCN(CC1)C1CCN(CC1)C=1C(=CC2=C(C(C=3NC4=CC(=CC=C4C3C2=O)C#C)(C)C)C1)CC